tert-butyl (2-(3,5-difluoro-4-formylphenoxy)ethyl)(methyl)carbamate FC=1C=C(OCCN(C(OC(C)(C)C)=O)C)C=C(C1C=O)F